(S)-1-amino-1'-(6-amino-5-((2-amino-3-chloropyridin-4-yl)thio)pyrazin-2-yl)-1,3-dihydrospiro[indene-2,4'-piperidine]-4-carbonitrile N[C@@H]1C=2C=CC=C(C2CC12CCN(CC2)C2=NC(=C(N=C2)SC2=C(C(=NC=C2)N)Cl)N)C#N